C(CCCCCCCCCCCCCCCCC)(=O)O.C(O)C(CC)(CO)CO trimethylolpropane stearate